tert-butyl 4-[1-(3-methoxycarbonylcyclobutyl)-3-piperidyl]piperidine-1-carboxylate COC(=O)C1CC(C1)N1CC(CCC1)C1CCN(CC1)C(=O)OC(C)(C)C